O=C1C2=C(N=NN1CC(=O)N[C@@H](C)C1=CC=C(C=C1)C(F)(F)F)C=CC=C2 (S)-2-(4-oxo-benzo[d][1,2,3]triazin-3(4H)-yl)-N-(1-(4-(trifluoromethyl)phenyl)ethyl)acetamide